CN1N=CC(=C1)C1=CC=2C(=NC=C(C2)C(=O)NC=2C(=NC=C(C2)NC(CN2CCCCC2)=O)C)N1COCC[Si](C)(C)C 2-(1-methyl-1H-pyrazol-4-yl)-N-(2-methyl-5-(2-(piperidin-1-yl)acetamido)pyridin-3-yl)-1-((2-(trimethylsilyl)ethoxy)methyl)-1H-pyrrolo[2,3-b]pyridine-5-carboxamide